C(C)(C)[C@H]1NCOC1 (R)-4-isopropyl-oxazolidine